C[C@@H]1CC2=C(NC(N(C2=O)C2=NN(C(=C2)C(NC)=O)C)=S)CN1C(=O)OC(C)(C)C (R)-tert-Butyl 6-methyl-3-(1-methyl-5-(methylcarbamoyl)-1H-pyrazol-3-yl)-4-oxo-2-thioxo-1,2,3,4,5,6-hexahydropyrido[3,4-d]pyrimidine-7(8H)-carboxylate